CNC=1N=CC(=C2C=C(N=CC12)NC(=O)C1CC1)N1CCCCC1 N-(8-(methylamino)-5-(piperidin-1-yl)-2,7-naphthyridin-3-yl)cyclopropanecarboxamide